8-methoxy-[1,2,4]triazolo[1,5-a]pyridin COC=1C=2N(C=CC1)N=CN2